(S)-3-(4-((R)-1-ethoxy-2,2,2-trifluoroethyl)-3-((5-fluoropyrimidin-2-yl)amino)phenyl)-4-methoxybutanoic acid C(C)O[C@@H](C(F)(F)F)C1=C(C=C(C=C1)[C@H](CC(=O)O)COC)NC1=NC=C(C=N1)F